(2-(3-aminopropyl)-4-fluorophenyl)-3-(2-bromo-6-methoxypyridin-3-yl)-7-(trifluoromethyl)-2,3-dihydroquinazolin-4(1H)-one, hydrochloride Cl.NCCCC1=C(C=CC(=C1)F)N1CN(C(C2=CC=C(C=C12)C(F)(F)F)=O)C=1C(=NC(=CC1)OC)Br